C(C1=CC=CC=C1)N(C1CC2=C(N(N=C2CC1)C1=NC=C(C=C1)C(F)(F)F)O)C 5-(Benzylmethylamino)-2-(5-trifluoromethylpyridin-2-yl)-4,5,6,7-tetrahydro-2H-indazol-3-ol